COC(=O)N1C[C@@H](CC=C1)C1=CC=CC=C1 Methyl-(S)-3-phenyl-3,4-dihydropyridine-1(2H)-carboxylate